2-[5-(difluoromethoxy)-7-(cis-3-hydroxy-3-methylcyclobutyl)-7H-pyrrolo[2,3-c]pyridazin-3-yl]-3-methyl-5-(trifluoromethyl)phenol FC(OC1=CN(C=2N=NC(=CC21)C2=C(C=C(C=C2C)C(F)(F)F)O)C2CC(C2)(C)O)F